O=C1NC(CCC1N1C(C2=CC=C(C=C2C1=O)CN1CCC(=CC1)C=1C2=C(N=CN1)SC1=C2CCCC1)=O)=O 2-(2,6-dioxopiperidin-3-yl)-5-((4-(5,6,7,8-tetrahydrobenzo[4,5]thieno[2,3-d]pyrimidin-4-yl)-3,6-dihydropyridin-1(2H)-yl)methyl)isoindoline-1,3-dione